para-Phenylendiamin C1(=CC=C(C=C1)N)N